ClC=1N=C(C=2C(N1)=C(NN2)C(C)C)NCC2=C(C=CC=C2)N2N=C(C=C2)N2CCN(CC2)C 5-chloro-3-isopropyl-N-(2-(3-(4-methylpiperazin-1-yl)-1H-pyrazol-1-yl)benzyl)-2H-pyrazolo[4,3-d]pyrimidin-7-amine